CN(CC(=O)O)C(CCCCCCCC=CCCCCCCCC)=O N-methyl-N-(1-oxo-9-octadecenyl)-glycine